CC=1C=C(C=CC1)C=1C2(C3=CC=CC=C3C1)CCC1(CC2)OCCO1 2''-(3-methylphenyl)dispiro[[1,3]dioxolane-2,1'-cyclohexane-4',1''-indene]